2-[2-(1-benzyl-piperidin-4-yl)-ethyl]-3-oxo-2,3-dihydro-1H-isoindole-4-carboxylic acid amide hydrochloride Cl.C(C1=CC=CC=C1)N1CCC(CC1)CCN1CC=2C=CC=C(C2C1=O)C(=O)N